C(C)(C)(C)OC(=O)N(C(C(=O)O)CC1=CC=C(C=C1)C)CC 2-[tert-butoxycarbonyl(ethyl)amino]-3-(p-tolyl)propanoic acid